1,5,8,12-tetraazadodecan NCCCNCCNCCCN